C(C)OC(C(=C)C)=O 2-methyl-prop-2-enoic acid ethyl ester